(1R,2S,5R)-1-amino-5-(2-boronoethyl)-2-(((S)-2,4-diamino-4-oxobutanamido)methyl)cyclohexane-1-carboxylic acid N[C@]1([C@@H](CC[C@H](C1)CCB(O)O)CNC([C@H](CC(=O)N)N)=O)C(=O)O